FC1=CC=CC=2N=C(SC21)N(CCN2CCOCC2)CC2=CC=C(C=C2)C#CC(=O)O 3-(4-(((7-fluorobenzo[d]thiazol-2-yl)(2-morpholinoethyl)amino)-methyl)phenyl)propiolic acid